4-hydroxy-phenylsulfone OC1=CC=C(C=C1)S(=O)(=O)C1=CC=C(C=C1)O